(R)-3-cyanohexanedioic acid C(#N)[C@@H](CC(=O)O)CCC(=O)O